tert-butyl 3-(1-hydroxyethyl)-3-methylpiperidine-1-carboxylate OC(C)C1(CN(CCC1)C(=O)OC(C)(C)C)C